C(C#C)NC1=CC=C(C2=C1N=CS2)[PH2]=O (4-(prop-2-yn-1-ylamino)benzo[d]thiazol-7-yl)phosphine oxide